2-bicyclo[2.2.1]heptyl vinyl ether C(=C)OC1C2CCC(C1)C2